N,N-dimethyl-dodecylamine N-oxide C[N+](C)(CCCCCCCCCCCC)[O-]